6-Hydroxyhexyl-methacrylat OCCCCCCOC(C(=C)C)=O